6-(4-Fluorophenyl)pteridin FC1=CC=C(C=C1)C=1N=C2C=NC=NC2=NC1